BrC1=CC2=C(N(C=N2)CC2=CC=C(C=C2)C(F)(F)F)C(=C1)C(=O)OC methyl 5-bromo-1-(4-(trifluoromethyl)benzyl)-1H-benzo[d]imidazole-7-carboxylate